Methyl 2-((4-((R)-2-(4-chloro-2-fluorophenyl)-2-methyl-2H-chromen-8-yl)piperidin-1-yl)methyl)-3-(((S)-oxetan-2-yl)methyl)-3H-imidazolo[4,5-b]pyridine-5-carboxylate ClC1=CC(=C(C=C1)[C@@]1(OC2=C(C=CC=C2C=C1)C1CCN(CC1)CC1=NC=2C(=NC(=CC2)C(=O)OC)N1C[C@H]1OCC1)C)F